COC1=C(C=C(C=C1)NC1=NC(=CC(=N1)NC)C)OC[C@H]1CN(CC1)C (R)-N2-(4-methoxy-3-((1-methylpyrrolidin-3-yl)methoxy)phenyl)-N4,6-dimethylpyrimidine-2,4-diamine